ClC1=C(C=CC=C1)[C@H]1CC[C@H](N1C(C1=CC=C(C=C1)C=1C=NC(=CC1)F)=O)C(=O)O (2S,5R)-5-(2-chlorophenyl)-1-(4-(6-fluoropyridin-3-yl)benzoyl)pyrrolidine-2-carboxylic acid